hexa-2,4-diyne-1,6-diol C(C#CC#CCO)O